CC1=NC(=CC(=C1)C1=NC2=C(N1)C=C(C=C2C)C2CCN(CC2)C2CCN(CC2)CC(C)C)C 2-(2,6-Dimethylpyridin-4-yl)-6-(1'-isobutyl-[1,4'-bipiperidin]-4-yl)-4-methyl-1H-benzo[d]imidazol